IC=1C=C(C=C)C=CC1 3-iodo-styrene